[Na].N1C=NC=C1 imidazole sodium salt